N-[5-[5-[(4-methoxy-1-methyl-pyrrolidin-3-yl)methoxy]-2-methyl-4-pyridyl]pyrazolo[1,5-a]pyridin-2-yl]cyclopropanecarboxamide COC1C(CN(C1)C)COC=1C(=CC(=NC1)C)C1=CC=2N(C=C1)N=C(C2)NC(=O)C2CC2